COC1(CCNCC1)C(=O)OC[C@@H]1C[C@H]2N(CCC3=CC(=C(C=C23)OC)OC)C[C@H]1CC(C)C [(2R,3S,11bR)-9,10-dimethoxy-3-(2-methylpropyl)-1H,2H,3H,4H,6H,7H,11bH-pyrido[2,1-a]isoquinolin-2-yl]methyl 4-methoxypiperidine-4-carboxylate